OC1=C(CNCCC2=C(C=C(C(=C2)OC)C)OC)C=CC=C1 N-(2-hydroxybenzyl)-1-(2,5-dimethoxy-4-methylphenyl)-2-aminoethane